Cl.N[C@@H](CCC(=O)N)COC1=C(C(=CC=C1)CCCCCC1=CC2=C(N(C(N2C)=O)C2C(NC(CC2)=O)=O)C=C1)Cl (4S)-4-amino-5-(2-chloro-3-{5-[1-(2,6-dioxopiperidin-3-yl)-3-methyl-2-oxo-1,3-benzodiazol-5-yl]pentyl}phenoxy)pentanamide hydrochloride